C(#N)C1=CC(=CN1C)N1C=C(C2=C1N=CN=C2N2[C@H](CN(CC2)C(=O)OC(C)(C)C)C)C2CC2 tert-butyl (S)-4-(7-(5-cyano-1-methyl-1H-pyrrol-3-yl)-5-cyclopropyl-7H-pyrrolo[2,3-d]pyrimidin-4-yl)-3-methylpiperazine-1-carboxylate